di-sec-octyl phthalate (dicaprylyl phthalate) C(CCCCCCC)(=O)C=1C(=C(C(C(=O)O)=CC1)C(=O)O)C(CCCCCCC)=O.C(C=1C(C(=O)OC(C)CCCCCC)=CC=CC1)(=O)OC(C)CCCCCC